ClC=1C(=NC(=NC1)NC1=C(C=C(C=C1)N1CCC(CC1)NCC=1C=C2CN(C(C2=C(C1)F)=O)C1C(NC(CC1)=O)=O)OC)NC1=C(C=CC=C1)P(=O)(C)C 3-(5-(((1-(4-((5-chloro-4-((2-(dimethylphosphoryl)phenyl)amino)pyrimidin-2-yl)amino)-3-methoxyphenyl)piperidin-4-yl)amino)methyl)-7-fluoro-1-oxoisoindolin-2-yl)piperidine-2,6-dione